2-(4-methoxyphenyl)-7-(4-methyl-1,4-diazepan-1-yl)-4H-pyrido[1,2-a]pyrimidin-4-one COC1=CC=C(C=C1)C=1N=C2N(C(C1)=O)C=C(C=C2)N2CCN(CCC2)C